N-(5-(3-butyl-4-oxo-3,4-dihydro-quinazolin-6-yl)pyridin-2-yl)pentanamide C(CCC)N1C=NC2=CC=C(C=C2C1=O)C=1C=CC(=NC1)NC(CCCC)=O